CN1C2=C(C3=C1C(N(N=C3)CC3=C1C=NN(C1=CC=C3)COCC[Si](C)(C)C)=O)SC(=N2)CNC(C)=O N-((4-methyl-5-oxo-6-((1-((2-(trimethylsilyl)ethoxy)methyl)-1H-indazol-4-yl)methyl)-5,6-dihydro-4H-thiazolo[5',4':4,5]pyrrolo[2,3-d]pyridazin-2-yl)methyl)acetamide